(3S,4R)-3-[(1-4-fluorophenylazetidin-3-yl)carbamoyl]-4-phenylpyrrolidine-1-Carboxylic acid tert-butyl ester C(C)(C)(C)OC(=O)N1C[C@H]([C@@H](C1)C1=CC=CC=C1)C(NC1CN(C1)C1=CC=C(C=C1)F)=O